FC=1C=C(C=C(C1)F)CC=1C=C2C(=NN(C2=CC1)C(=O)OC(C)(C)C)NC(C1=CC=C(C=C1)CCN1CCN(CC1)CC1=CC=C(C=C1)NC1C(NC(CC1)=O)=O)=O tert-butyl 5-[(3,5-difluorophenyl)methyl]-3-[[4-[2-[4-[[4-[(2,6-dioxo-3-piperidyl)amino]phenyl]methyl]piperazin-1-yl]ethyl]benzoyl]amino]indazole-1-carboxylate